BrC1=C2N=CC=NC2=C(C=C1)C(Br)Br 5-Bromo-8-(dibromomethyl)quinoxaline